BrC1=CC=C(OC(C(=O)O)(F)F)C=C1 2-(4-Bromophenoxy)-2,2-difluoroacetic acid